C(C)(C)(C)OC(=O)N1CC(C1)C=1C2=C(N=C(N1)C)SC=C2 3-(2-Methylthieno[2,3-d]pyrimidin-4-yl)azetidine-1-carboxylic acid tert-butyl ester